C(C)(C)(C)OC(=O)N/C(=N/C(=O)OC(C)(C)C)/NC1=C(C=C(C(=O)OC=2C=3N(C(=CC2)CC(=O)OC(C)(C)C)N=CN3)C=C1)Cl 5-[2-(tert-butoxy)-2-oxoethyl]-[1,2,4]triazolo[1,5-a]pyridin-8-yl 4-{[(1E)-{[(tert-butoxy)carbonyl]amino}({[(tert-butoxy)carbonyl]imino}) methyl]amino}-3-chlorobenzoate